C(CCCCCCCCCCCCCCC)(=O)OC Palmitic acid, methyl ester